C[C@@H]1C[C@@H](CN(C1)C1=C(C=NC=C1NC(=O)C=1C(=C(C(=CC1)F)C1=C(C=CC=C1F)F)F)C)NC(OC(C)(C)C)=O tert-Butyl ((3S,5R)-5-methyl-1-(3-methyl-5-(2,2',6,6'-tetrafluoro-[1,1'-biphenyl]-3-monocarboxamido)pyridin-4-yl)piperidin-3-yl)carbamate